racemic-8-tert-butyl-12,12-dimethyl-17-phenyl-2λ6-thia-3,9,11,17-tetraazatetracyclo[17.3.1.111,14.05,10]tetracosa-1(22),5,7,9,19(23),20-hexaene-2,2,4,18-tetrone C(C)(C)(C)C1=CC=C2C(NS(C3=CC=CC(C(N(CC[C@@H]4CC(N(C2=N1)C4)(C)C)C4=CC=CC=C4)=O)=C3)(=O)=O)=O |r|